3-(1-oxo-5-(4-(pyrrolidin-1-ylmethyl)-1H-pyrazolo[3,4-b]pyridin-6-yl)isoindolin-2-yl)piperidine-2,6-dione formate C(=O)O.O=C1N(CC2=CC(=CC=C12)C1=CC(=C2C(=N1)NN=C2)CN2CCCC2)C2C(NC(CC2)=O)=O